6-methoxy-N-(o-methylphenyl)-3,4-dihydroquinoxaline-1(2H)-formamide COC=1C=C2NCCN(C2=CC1)C(=O)NC1=C(C=CC=C1)C